FC1=CC=C2NCCN(C2=C1)C1=CC=C(C=C1)F 7-fluoro-1-(4-fluorophenyl)-1,2,3,4-tetrahydroquinoxalin